1-(4-(2,3-Dimethylphenyl)piperazin-1-yl)-2-(3-((3S,4S)-3-fluoro-4-hydroxypiperidin-1-carbonyl)-5,6,7,8-tetrahydrocyclohepta[c]pyrazol-1(4H)-yl)ethanon CC1=C(C=CC=C1C)N1CCN(CC1)C(CN1N=C(C2=C1CCCCC2)C(=O)N2C[C@@H]([C@H](CC2)O)F)=O